4-(5-{cyclopropyl[(1R,3S)-6,6-difluoro-8-azabicyclo[3.2.1]octan-3-yl]amino}pyrazin-2-yl)-2-fluoro-5-hydroxybenzonitrile C1(CC1)N(C=1N=CC(=NC1)C1=CC(=C(C#N)C=C1O)F)[C@H]1C[C@@H]2CC(C(C1)N2)(F)F